COC(C(C)(C1=CC(=CC=C1)OC1=CC=CC=C1)[C@H]1O[C@@]([C@@H]([C@@H]1O)O)(C#N)C1=CC=C2C(=NC=NN21)N)=O ((2R,3S,4R,5R)-5-(4-Aminopyrrolo[2,1-f][1,2,4]triazin-7-yl)-5-cyano-3,4-dihydroxytetrahydrofuran-2-yl)-2-(3-phenoxyphenyl)propionic acid methyl ester